COC1=C(C=CC(=C1)C(=O)O)O The molecule is a monohydroxybenzoic acid that is 4-hydroxybenzoic acid substituted by a methoxy group at position 3. It has a role as a plant metabolite. It is a monohydroxybenzoic acid and a methoxybenzoic acid. It is a conjugate acid of a vanillate.